C(C)(C)(C)C1N(CCN(C1)C1=NC=C(C=N1)OC1=NC(=CC(=C1)CN1CCN(CC1)CCO)C1=CC(=CC(=C1)Cl)Cl)C(=O)O.NC1=C(OC2CC3CC[C@H]4[C@@H]5CC[C@H]([C@@H](CCCC(C)C)C)[C@]5(CC[C@@H]4[C@]3(CC2)C)C)C=CC(=C1)N 3-(2,4-diaminophenoxy)cholestane tert-butyl-4-(5-((6-(3,5-dichlorophenyl)-4-((4-(2-hydroxyethyl)piperazin-1-yl)methyl)pyridin-2-yl)oxy)pyrimidin-2-yl)piperazine-1-carboxylate